3-(1-methyl-2-oxo-1,2-dihydro-3H-naphtho[1,2-d]imidazol-3-yl)piperidine-2,6-dione CN1C(N(C2=C1C1=CC=CC=C1C=C2)C2C(NC(CC2)=O)=O)=O